C(C)(C)(C)C=1C=CC2=C(N=C(O2)C=2SC(=CC2)C=2OC3=C(N2)C=C(C=C3)C(C)(C)C)C1 2,5-bis(5-t-butyl-2-benzoxazolyl)thiophene